Cl.FC(C1(CCC1)CN)F [1-(difluoromethyl)cyclobutyl]methylamine hydrochloride